ClC1=CC(=CC(=N1)OCC(C)O)I 1-[(6-chloro-4-iodopyridin-2-yl)oxy]propan-2-ol